C1(=CC2=CC=C3C=CC4=CC=C5C=CC6=CC=C1C1=C6C5=C4C3=C21)CO coronenemethanol